tris(pyrrolidinyl)phosphonium hexafluorophosphate F[P-](F)(F)(F)(F)F.N1(CCCC1)[PH+](N1CCCC1)N1CCCC1